(S)-1-(4-bromo-3-methoxyphenyl)ethane-1-amine BrC1=C(C=C(C=C1)[C@H](C)N)OC